(S)-6-((3-(3-chloro-2-methylphenyl)pyrrolidin-3-yl)amino)-1,3,3-trimethylindolin-2-one ClC=1C(=C(C=CC1)[C@@]1(CNCC1)NC1=CC=C2C(C(N(C2=C1)C)=O)(C)C)C